NC1(CN(C1)C1=NC=CC(=C1C)OC1=C(C=C(C=C1)N1N=CN(C1=O)CC1=C(C=CC=C1F)F)F)C 2-(4-((2-(3-amino-3-methylazetidin-1-yl)-3-methylpyridin-4-yl)oxy)-3-fluorophenyl)-4-(2,6-difluorobenzyl)-2,4-dihydro-3H-1,2,4-triazol-3-one